1-(2-((2S,4R)-2-(6-chloropyridin-2-ylcarbamoyl)-4-fluoropyrrolidin-1-yl)-2-oxoethyl)-5-(pyridazin-4-yl)-1H-indazole-3-carboxamide ClC1=CC=CC(=N1)NC(=O)[C@H]1N(C[C@@H](C1)F)C(CN1N=C(C2=CC(=CC=C12)C1=CN=NC=C1)C(=O)N)=O